C1=NNC2=NC=NC(=C21)N Pyrazoloadenine